R-7-(2,6-difluorophenyl)-5-[[5-(4-hydroxy-1-piperidinyl)-2-pyridinyl]amino]-3H-pyrido[2,3-d]pyrimidin-4-one FC1=C(C(=CC=C1)F)C=1C=C(C2=C(N=CNC2=O)N1)NC1=NC=C(C=C1)N1CCC(CC1)O